C(C1=CC=CC=C1)C(N(C)C)Cl benzyl(chloro)trimethylamine